N4-isopropyl-N2-(2-methoxy-4-(methylsulfonyl)-phenyl)-5-(trifluoromethyl)-7H-pyrrolo[2,3-d]pyrimidine-2,4-diamine C(C)(C)NC=1C2=C(N=C(N1)NC1=C(C=C(C=C1)S(=O)(=O)C)OC)NC=C2C(F)(F)F